[N+](=O)([O-])C(C(=O)O)CCCCCCCCCCCCCC nitropalmitic acid